N-(6-(1H-benzo[d]imidazol-1-yl)hexyl)-N,N-dimethyldodecan-1-aminium bromide [Br-].N1(C=NC2=C1C=CC=C2)CCCCCC[N+](CCCCCCCCCCCC)(C)C